ClC1=C(C=CC=2C(=C3N(C12)CCN(C3)C(CC(=O)N(C)C)=O)C=3C=NNC3)Cl 3-(6,7-Dichloro-10-(1H-pyrazol-4-yl)-3,4-dihydropyrazino[1,2-a]indol-2(1H)-yl)-N,N-dimethyl-3-oxopropanamide